ClC=1C=NC(=NC1)C1C[C@@H](N(CC1)C(=O)OC(C)(C)C)C tert-butyl (2S)-4-(5-Chloropyrimidin-2-yl)-2-methylpiperidine-1-carboxylate